(R,S)-(2-{[6-(2,2-difluoro-2-phenylethoxy)-4,4-difluorohexyl]amino}-1-hydroxyethyl)-2-(hydroxymethyl)phenol FC(COCCC(CCCNC[C@H](O)C=1C(=C(C=CC1)O)CO)(F)F)(C1=CC=CC=C1)F